2',5-dichloro-N-(6-chloro-1,5-naphthyridin-3-yl)-2,4'-difluoro-[1,1'-biphenyl]-4-carboxamide ClC1=C(C=CC(=C1)F)C1=C(C=C(C(=C1)Cl)C(=O)NC=1C=NC2=CC=C(N=C2C1)Cl)F